COC(=O)C=1C(=CC=C(C1Br)F)C1=CC=CC=C1 3-bromo-4-fluoro-[1,1'-biphenyl]-2-carboxylic acid methyl ester